6-Isopropyl-5-(8-methoxy-[1,2,4]triazolo[1,5-a]pyridin-6-yl)-1-(4-(3-methoxypyrrolidin-1-yl)cyclohexyl)-1,3-dihydro-2H-benzo[d]imidazol-2-on C(C)(C)C=1C(=CC2=C(N(C(N2)=O)C2CCC(CC2)N2CC(CC2)OC)C1)C=1C=C(C=2N(C1)N=CN2)OC